1,2-Difluoro-4-methoxybenzene FC1=C(C=C(C=C1)OC)F